C(C)(C)(C)OC(=O)N1[C@@H](CN([C@H](C1)C)C1=NC=CC2=C1C(=CN2C2=NC=CC(=C2)C#N)C(F)F)C (2R,5S)-4-(1-(4-cyanopyridin-2-yl)-3-(difluoromethyl)-1H-pyrrolo[3,2-c]pyridin-4-yl)-2,5-dimethylpiperazine-1-carboxylic acid tert-butyl ester